C(C)(C)C1=CSC=2N=C(N=C(C21)NC2(CC2)C)NC2=CC=C(C=C2)N2CCN(CC2)C 5-isopropyl-N4-(1-methylcyclopropyl)-N2-(4-(4-methylpiperazin-1-yl)phenyl)thieno[2,3-d]pyrimidine-2,4-Diamine